2-(pyrazin-2-ylmethyl)-2,6,7,8-tetrahydro-1H-pyrrolo[2,3-e][1,2,4]triazolo[4,3-a]pyridin-1-one N1=C(C=NC=C1)CN1N=C2N(C3=C(C=C2)NCC3)C1=O